ClC1=CC=CC(=N1)C1=NN(C2=CN=C(C=C21)C2=C(C=C(CN(C(OC(C)(C)C)=O)C)C=C2C)F)COCC[Si](C)(C)C tert-Butyl 4-(3-(6-chloropyridin-2-yl)-1-((2-(trimethylsilyl)ethoxy)methyl)-1H-pyrazolo[3,4-c]pyridin-5-yl)-3-fluoro-5-methylbenzyl(methyl)carbamate